(S)-2-(5-(cyclopropylmethyl)-2-methoxyphenyl)-2-((3S,4R)-3-fluoro-4-((5-(5,6,7,8-tetrahydro-1,8-naphthyridin-2-yl)pentyl)oxy)pyrrolidin-1-yl)acetic acid C1(CC1)CC=1C=CC(=C(C1)[C@@H](C(=O)O)N1C[C@@H]([C@@H](C1)OCCCCCC1=NC=2NCCCC2C=C1)F)OC